S(=O)(=O)([O-])[O-].[NH4+].[V+5].S(=O)(=O)([O-])[O-].S(=O)(=O)([O-])[O-] vanadium Ammonium sulfate